N-methylsulfonylethylamine CS(=O)(=O)NCC